BrC1=NNC2=NC=C(C=C21)C(=O)OC methyl 3-bromo-1H-pyrazolo[3,4-b]pyridine-5-carboxylate